tert-Butyl 4-((6-chloropyridin-2-yl)methylene)piperidine-1-carboxylate ClC1=CC=CC(=N1)C=C1CCN(CC1)C(=O)OC(C)(C)C